N(=[N+]=[N-])CC1=CC=C2C=C(N(C2=C1)C(=O)OC(C)(C)C)CN(CC1CCC1)C(=O)OC(C)(C)C Tert-butyl 6-(azidomethyl)-2-(((tert-butoxycarbonyl)(cyclobutylmethyl)amino)methyl)-1H-indole-1-carboxylate